methyl (2S)-2-[(2S)-2-[(1H-indol-2-yl)formamido]-4-methylpentanamido]-3-[(3S)-2-oxopyrrolidin-3-yl]propanoate N1C(=CC2=CC=CC=C12)C(=O)N[C@H](C(=O)N[C@H](C(=O)OC)C[C@H]1C(NCC1)=O)CC(C)C